(2R,3S)-2-[4-[(R)-amino(5-chloro-2-hydroxy-4-methylphenyl)methyl]piperidine-1-carbonyl]oxolan-3-yl benzoate C(C1=CC=CC=C1)(=O)O[C@@H]1[C@@H](OCC1)C(=O)N1CCC(CC1)[C@H](C1=C(C=C(C(=C1)Cl)C)O)N